OB([O-])C=1C=NC=NC1 hydroxy(5-pyrimidinyl)boranolate